cis-4-fluoro-5-((5-(3-(pyridin-2-yloxy)cyclopentyl)-1H-pyrazol-3-yl)amino)-2,3-dihydrobenzo[d]isothiazole 1,1-dioxide FC1=C(C=CC2=C1CNS2(=O)=O)NC2=NNC(=C2)[C@@H]2C[C@@H](CC2)OC2=NC=CC=C2